ClC=1C=C(C=C(C1)Cl)C1=CC(=CC(=N1)OC=1C=NC(=NC1)N1CCN(CC1)CCC(C)O)CN1CCC(CC1)F 4-(4-(5-((6-(3,5-dichlorophenyl)-4-((4-fluoropiperidin-1-yl)methyl)pyridin-2-yl)oxy)pyrimidin-2-yl)piperazin-1-yl)butan-2-ol